1-Ethyl-5-[rac-(3S)-3-methyl-2,3,4,5-tetrahydropyridin-6-yl]indazole C(C)N1N=CC2=CC(=CC=C12)C=1CC[C@@H](CN1)C |r|